4-(2-oxo-3-m-tolyl-2,3-dihydro-oxazol-4-yl)benzenesulfonamide tert-butyl-3-exo-hydroxy-6-azabicyclo[3.1.1]heptane-6-carboxylate C(C)(C)(C)OC(=O)N1C2CC(CC1C2)O.O=C2OC=C(N2C=2C=C(C=CC2)C)C2=CC=C(C=C2)S(=O)(=O)N